(s)-1-(2-((2-Chloro-4-fluorophenyl)amino)-5-methylpyrimidin-4-yl)-N-(1-(3-chlorophenyl)-2-hydroxyethyl)-1H-pyrrole-3-carboxamide ClC1=C(C=CC(=C1)F)NC1=NC=C(C(=N1)N1C=C(C=C1)C(=O)N[C@H](CO)C1=CC(=CC=C1)Cl)C